CN1C(=CCC1)[C@H](C)O (1S)-1-[(2S)-1-methylpyrrolin-2-yl]ethanol